FC1=CC=C(C=C1)C1SCC(N1C1=C(C=C(C(=O)NCC2=CC=CC3=CC=CC=C23)C=C1)C)=O 4-[2-(4-Fluorophenyl)-4-oxo-1,3-thiazolidin-3-yl]-3-methyl-N-(1-naphthalenylmethyl)benzamide